(3,3-Difluoroazetidin-1-yl)-(7,7-difluoro-5-phenyl-5,6-dihydropyrrolo[1,2-b][1,2,4]triazol-2-yl)methanone FC1(CN(C1)C(=O)C=1N=C2N(N1)C(CC2(F)F)C2=CC=CC=C2)F